OC1=C(C(=O)C2=C(C=CC=C2)Cl)C=CC(=C1)OC hydroxy-4-methoxy-2'-chlorobenzophenone